BrC1=C(C=C(C=C1)C=1COCC1)CN(C)C 1-(2-Bromo-5-(2,5-dihydrofuran-3-yl)phenyl)-N,N-dimethylmethanamine